ClC1=C(C=CC=C1)CN1N=C(C=C1C1=CC(=CC=C1)OC)CO[C@@](C(=O)OC)(CC)C |r| (2R) and (2S)-methyl 2-([1-[(2-chlorophenyl) methyl]-5-(3-methoxyphenyl)-1H-pyrazol-3-yl] methoxy)-2-methylbutyrate